2-(4-((1R,5S)-3,8-diazabicyclo[3.2.1]octan-3-yl)-8-fluoro-2-((2-methyl-1,2,3,4-tetrahydroisoquinolin-8-yl)oxy)quinazolin-7-yl)-3-fluorophenol [C@H]12CN(C[C@H](CC1)N2)C2=NC(=NC1=C(C(=CC=C21)C2=C(C=CC=C2F)O)F)OC=2C=CC=C1CCN(CC21)C